S1C2=C(C=C1)C=C(C=C2)NC(CCC2=CC=C(OC(C(=O)O)(C)C)C=C2)=O 2-(4-(3-(benzo[b]thiophen-5-ylamino)-3-oxopropyl)phenoxy)-2-methylpropanoic acid